COC1=C(C=CC(=C1)OC)C=1C=C(C=C(C1)C1=C(C=C(C=C1)OC)OC)Br 3,5-bis(2,4-dimethoxyphenyl)bromobenzene